Di(trimethylsilyl)phosphine C[Si](C)(C)P[Si](C)(C)C